C1(CC1)C=1C=NC(=NC1)N1CCN(CC1)C(CCOC[C@@H]1N(CCC1)C1=C(C(NN=C1)=O)C(F)(F)F)=O (R)-5-(2-((3-(4-(5-Cyclopropylpyrimidin-2-yl)piperazin-1-yl)-3-oxopropoxy)methyl)pyrrolidine-1-yl)-4-(trifluoromethyl)pyridazin-3(2H)-one